Chloro-2-hydroxypropyl-N,N-diethyl-N-methylammonium chlorid (Z)-2-(2-(hexadec-9-enamido)acetoxy)propane-1,3-diyl-bis(2-aminoacetate) C(CCCCCCC\C=C/CCCCCC)(=O)NCC(=O)OC(CC(C(=O)[O-])N)CC(C(=O)[O-])N.[Cl-].ClCC(C[N+](C)(CC)CC)O.ClCC(C[N+](CC)(CC)C)O.ClCC(C[N+](CC)(CC)C)O